1-tert-butoxycarbonyl-7-chloro-6-fluoro-indole-2-carboxylic acid C(C)(C)(C)OC(=O)N1C(=CC2=CC=C(C(=C12)Cl)F)C(=O)O